disodium lauroyl citrate sulfosuccinate S(=O)(=O)(O)C(C(=O)[O-])CC(=O)[O-].C(CC(O)(C(=O)O)CC(=O)O)(=O)OC(CCCCCCCCCCC)=O.[Na+].[Na+]